C(C1=CC=CC=C1)N1C[C@H](N(C[C@@H]1CCl)C(=O)OC(C)(C)C)C tert-butyl (2R,5R)-4-benzyl-5-(chloromethyl)-2-methylpiperazine-1-carboxylate